2-(3-(5-((1-cyclopropylethyl)carbamoyl)-4H-1,2,4-triazol-3-yl)phenyl)oxazole-5-carboxamide C1(CC1)C(C)NC(=O)C=1NC(=NN1)C=1C=C(C=CC1)C=1OC(=CN1)C(=O)N